1-bromo-3-methyl-7-nitro-pyrrolo[1,2-a]pyrazine BrC=1C=2N(C=C(N1)C)C=C(C2)[N+](=O)[O-]